OC1=CC=C(C=C1)C1N(CC(CC1)C)C(C(=O)O)=O 2-[2-(4-hydroxyphenyl)-5-methyl-1-piperidyl]-2-oxo-acetic acid